FC=1C=C(C=CC1)C=1C=CC2=C(N=CCO2)C1 6-(3-fluorophenyl)-1,4-benzoxazine